5-[6-[[5-fluoro-4-(3-isopropylpyrazolo[1,5-a]pyridin-5-yl)pyrimidin-2-yl]amino]-3-pyridyl]azepan-4-one FC=1C(=NC(=NC1)NC1=CC=C(C=N1)C1C(CCNCC1)=O)C1=CC=2N(C=C1)N=CC2C(C)C